2,3-Dimethyl-2-penten-4-yn-1-ol CC(CO)=C(C#C)C